C(C1CO1)OCCC[Si](OCC)(OCC)OCC (glycidoxy)propyltriethoxysilane